(3-(6-Tosylimidazo[4,5-d]pyrrolo[2,3-b]pyridin-1(6H)-yl)bicyclo[1.1.1]pentan-1-yl)carbamic acid tert-butyl ester C(C)(C)(C)OC(NC12CC(C1)(C2)N2C=NC=1C2=C2C(=NC1)N(C=C2)S(=O)(=O)C2=CC=C(C)C=C2)=O